1-[3-[1-(4-aminophenyl)-1,2,4-triazol-3-yl]pyrazin-2-yl]ethanone NC1=CC=C(C=C1)N1N=C(N=C1)C=1C(=NC=CN1)C(C)=O